C(CCCCCCCCCCCCC)C(C(=O)O)(O)C.C(C(O)C)(=O)OCCCCCCCCCCCCCC myristyl lactate (MYRISTYL LACTATE)